COC([C@H](C[C@H]1C(NCCC1)=O)NC([C@H](CC1CC1)N(C(=O)C1=NC2=C(N1)C(=CC=C2)Cl)C)=O)=O (S)-methyl-2-((S)-2-(7-chloro-N-methyl-1H-benzo[d]imidazole-2-carboxamido)-3-cyclopropylpropanamido)-3-((S)-2-oxopiperidin-3-yl)propanoate